(3-bromo-1-cyclobutyl-1H-indol-2-yl)-3,3-dimethylbutyramide BrC1=C(N(C2=CC=CC=C12)C1CCC1)C(C(=O)N)C(C)(C)C